(3-(4-(Methoxycarbonyl)benzyl)-1,2,3-oxadiazol-3-ium-5-yl)((3-(2-phenylacetamido)-5-(trifluoromethyl)phenyl)carbamoyl)amide COC(=O)C1=CC=C(C[N+]2=NOC(=C2)[N-]C(NC2=CC(=CC(=C2)C(F)(F)F)NC(CC2=CC=CC=C2)=O)=O)C=C1